(+/-)-8,8-dimethyl-1,2,3,4,5,6,7,8-octahydro-2-naphthalene-carbaldehyde CC1(CCCC=2CC[C@H](CC12)C=O)C |r|